C(C1=CC=CC=C1)(=O)C1=C(C=CC=C1)C1(C(C=CC=C1)C1=CC=C(C=C1)C(C)(C)C)C#C 1-(2'-benzoylphenyl)-2-(4'-tert-butylphenyl)phenylacetylene